((3aR,4R,6R,6aR)-6-(4-Aminopyrrolo[2,1-f][1,2,4]triazin-7-yl)-6-cyano-2,2-dimethyltetrahydrofuro[3,4-d][1,3]dioxol-4-yl)methyl (2-chlorophenyl) (3-(octadecyloxy)propyl) phosphate P(=O)(OC[C@H]1O[C@@]([C@@H]2OC(O[C@@H]21)(C)C)(C#N)C2=CC=C1C(=NC=NN12)N)(OC1=C(C=CC=C1)Cl)OCCCOCCCCCCCCCCCCCCCCCC